tert-butyl 4-[[2-fluoro-5-[(4-oxo-1-piperidyl)sulfonylmethyl]phenyl]carbamoyl]piperidine-1-carboxylate FC1=C(C=C(C=C1)CS(=O)(=O)N1CCC(CC1)=O)NC(=O)C1CCN(CC1)C(=O)OC(C)(C)C